FCCCOC1=CC(=C(C=C1)C1=CC=CC=C1)C 4-(3-fluoropropoxy)-2-methylbiphenyl